Tert-butyl N-[[(2S)-4-[3-[4-[(5S)-3-(2,6-dioxo-3-piperidyl)-2-oxo-oxazolidin-5-yl]phenyl] prop-2-ynyl]morpholin-2-yl]methyl]carbamate O=C1NC(CCC1N1C(O[C@H](C1)C1=CC=C(C=C1)C#CCN1C[C@@H](OCC1)CNC(OC(C)(C)C)=O)=O)=O